BrC1=NC=C(C=C1COCCC1=NC(=CC=C1)Cl)OC 2-bromo-3-[2-(6-chloro-2-pyridyl)ethoxymethyl]-5-methoxy-pyridine